C[Si](CCOCN1N=C2C=CC=C(C2=C1)S(=O)(=O)N)(C)C (2-(trimethylsilyl)ethoxymethyl)-2H-indazole-4-sulfonamide